tert-butyl 6-[6-[3-(aminomethyl)phenyl]-7-[4-fluoro-2-(2-methoxyethoxy)phenyl]thieno[3,2-c]pyridin-4-yl]-3,4-dihydro-1H-isoquinoline-2-carboxylate NCC=1C=C(C=CC1)C1=C(C2=C(C(=N1)C=1C=C3CCN(CC3=CC1)C(=O)OC(C)(C)C)C=CS2)C2=C(C=C(C=C2)F)OCCOC